FC1=CC(=CC2=C(N(N=C12)C)C(C)C)C1=CC(=NC=C1C)NC(=O)[C@@H]1C[C@@H](CCC1)NC(=O)C1=NOC(=C1)C N-((1R,3S)-3-((4-(7-fluoro-3-isopropyl-2-methyl-2H-indazol-5-yl)-5-methylpyridin-2-yl)carbamoyl)cyclohexyl)-5-methylisoxazole-3-carboxamide